NC[C@@H](COCCC(=O)O)NC(=O)OC(C)(C)C (S)-3-(3-amino-2-((tert-butoxycarbonyl)amino)propoxy)propanoic acid